1,5-Dimethyl-1H-pyrazole-3-carboxamide CN1N=C(C=C1C)C(=O)N